C1OCC12CC(C2)C2=CC(=NN2)NC(C(C)C=2C=NN(C2)C2=CC(=CC(=C2)F)C(F)F)=O N-(5-(2-oxaspiro[3.3]heptan-6-yl)-1H-pyrazol-3-yl)-2-(1-(3-(difluoromethyl)-5-fluorophenyl)-1H-pyrazol-4-yl)propanamide